tert-butyl (2S)-2-formylindoline-1-carboxylate C(=O)[C@H]1N(C2=CC=CC=C2C1)C(=O)OC(C)(C)C